hexafluoro-1,3-butadiene FC(=C(C(=C(F)F)F)F)F